O[Ni]F hydroxyl-nickel fluoride